ClC=1C(=NC(=NC1)NC=1C=NC=C(C1)N1C(CCC1)=O)C1=CCCN(C1)C(=O)C1=CC=CC(N1)=O 6-(5-(5-chloro-2-((5-(2-oxopyrrolidin-1-yl)pyridin-3-yl)amino)pyrimidin-4-yl)-1,2,3,6-tetrahydropyridine-1-carbonyl)pyridin-2(1H)-one